FC1=C(C=CC=C1)C(CCC(=O)C1=C(C=CC=C1)F)=O 1,4-bis(2-fluorophenyl)butane-1,4-dione